C(CC)P(C1=C(SC=C1P(CCC)CCC)C1=CC=CC=C1)CCC 3,4-bis(di-n-propylphosphino)-2-phenylthiophene